(2-chlorophenyl)-2-((4-(4-methylpiperazine-1-yl)phenyl)amino)-8,9-dihydroimidazo[1,2-a]pyrimido[5,4-e]pyrimidin ClC1=C(C=CC=C1)C1=NC(=NC2=C1C=NC=1N2CCN1)NC1=CC=C(C=C1)N1CCN(CC1)C